N-(2-((Dimethylamino)methyl)quinolin-8-yl)-1-(5-methylisoxazol-3-yl)methanesulfonamide CN(C)CC1=NC2=C(C=CC=C2C=C1)NS(=O)(=O)CC1=NOC(=C1)C